N-isopropylisoquinolin-1-amine C(C)(C)NC1=NC=CC2=CC=CC=C12